C(C)(=O)OCN1C(N(C(C(=C1)C1=C(C(=CC=C1)F)Cl)=O)[C@H](CNC1(COC1)C)C)=O [5-(2-chloro-3-fluoro-phenyl)-3-[(S)-1-methyl-2-(3-methyl-oxetan-3-ylamino)-ethyl]-2,4-dioxo-3,4-dihydro-2H-pyrimidin-1-yl]-methyl acetate